tin mesylate salt S(C)(=O)(=O)[O-].[Sn+4].S(C)(=O)(=O)[O-].S(C)(=O)(=O)[O-].S(C)(=O)(=O)[O-]